(2R,3S,4S,5R)-N-(2-(2H-tetrazol-5-yl)pyridin-4-yl)-3-(3,4-difluoro-2-methoxyphenyl)-4,5-Dimethyl-5-(trifluoromethyl)tetrahydrofuran-2-carboxamide N=1NN=NC1C1=NC=CC(=C1)NC(=O)[C@@H]1O[C@]([C@H]([C@H]1C1=C(C(=C(C=C1)F)F)OC)C)(C(F)(F)F)C